2-{3-hydroxy-4-[3-(2,2,6,6-tetramethylpiperidin-4-yl)-3H-[1,2,3]triazolo[4,5-c]pyridazin-6-yl]phenyl}-1,3-thiazole-5-carbonitrile hydrochloride Cl.OC=1C=C(C=CC1C1=CC2=C(N=N1)N(N=N2)C2CC(NC(C2)(C)C)(C)C)C=2SC(=CN2)C#N